NC=1C=2N(C(=CN1)CN1CCNCC1)C(=NC2C2=CC=C(C1=CC=CC=C21)NC(NC2=CC(=CC=C2)C(F)(F)F)=O)C 3-{4-[8-amino-3-methyl-5-(piperazin-1-ylmethyl)imidazo[1,5-a]pyrazin-1-yl]naphthalen-1-yl}-1-[3-(trifluoromethyl)phenyl]urea